FC(S(=O)(=O)[O-])(F)F.C(CCCCCCCCCCCCCCC)N1C=[N+](C=C1)CCCCCCCCCCCCCCCC 1,3-dihexadecylimidazol-3-ium trifluoromethanesulfonate